C(=O)(OC(C)(C)C)N1CC(C1)(CO)F 1-BOC-3-fluoroazetidine-3-Methanol